C(CC(O)(C(=O)O)CC(=O)O)(=O)O.COC1=C(OC(=O)NC=2C=C3C(=C(NC3=CC2)CC)C2CCN3CCCC3C2)C=CC=C1 5-(2-methoxyphenoxy)carbonylamino-3-(octahydroindolizin-7-yl)-2-ethyl-1H-indole citrate